(5R)-2-methoxy-5-(3-methoxy-2-methyl-phenyl)-6,7-dihydro-5H-pyrrolo[3,4-d]pyrimidine COC=1N=CC2=C(N1)CN[C@@H]2C2=C(C(=CC=C2)OC)C